MethyleneTetrazine C=C1NN=NN=C1